NCCCN(CCCCCCCC(=O)OC(CCCCCCCC)CCCCCCCC)CCCCCCCC(=O)OC\C=C/CCCCCC Heptadecan-9-yl (Z)-8-((3-aminopropyl)(8-(non-2-en-1-yloxy)-8-oxooctyl) amino)octanoate